BrC1=CC=C(CN2C(=CC=C2C)C=O)C=C1 1-(4-Bromobenzyl)-5-methyl-1H-pyrrole-2-carbaldehyde